4-(4,4,5,5-tetramethyl-1,3,2-dioxaborolan-2-yl)-N-(2,2,2-trifluoroethyl)cyclohex-3-en-1-amine CC1(OB(OC1(C)C)C1=CCC(CC1)NCC(F)(F)F)C